CN1N=CC=C1C1=C(C=2CCCOC2C=C1)C#N 6-(2-methylpyrazol-3-yl)chromane-5-carbonitrile